ClC=1C(=NC=C(C1)C1=CSC2=C1C(N(C=C2)CC(=O)N2CC(C2)(F)CC)=O)C#N 3-chloro-5-(5-(2-(3-ethyl-3-fluoroazetidin-1-yl)-2-oxoethyl)-4-oxo-4,5-dihydrothieno[3,2-c]pyridin-3-yl)picolinonitrile